1-((2-(3,8-diazabicyclo[3.2.1]octan-3-yl)-7-(thiazol-4-yl)benzo[d]oxazol-4-yl)oxy)-1,1-difluoro-2-methylpropan-2-ol C12CN(CC(CC1)N2)C=2OC1=C(N2)C(=CC=C1C=1N=CSC1)OC(C(C)(O)C)(F)F